ClC=1C=C(CC#N)C=CC1Cl 3,4-dichlorobenzyl cyanide